CO[C@@H]1[C@H](COC1)N1C(=CC2=C1N=C(N=C2)SC)C(=O)O 7-((3S,4R)-4-methoxytetrahydrofuran-3-yl)-2-(methylthio)-7H-pyrrolo[2,3-d]pyrimidine-6-carboxylic acid